ClCCC[Si](OCC)(OCC)OCC 3-chloropropyltriethoxysilane